COC(C(C(=O)OC)C1CC(CC1)=O)=O 2-(3-Oxocyclopentyl)malonic acid dimethyl ester